(R)-1-(7-(8-ethynyl-7-fluoro-3-hydroxynaphthalen-1-yl)-8-fluoro-2-(((S)-1-methylpyrrolidin-2-yl)methoxy)-5-(propynyl)pyrido[4,3-d]pyrimidin-4-yl)piperidin-3-ol C(#C)C=1C(=CC=C2C=C(C=C(C12)C1=C(C=2N=C(N=C(C2C(=N1)C#CC)N1C[C@@H](CCC1)O)OC[C@H]1N(CCC1)C)F)O)F